BrC=1C=C(CN2C(C=CC(=C2)C2=NC(=NC(=C2)C(F)(F)F)S(=O)(=O)C)=O)C=CC1 1-(3-bromobenzyl)-5-(2-(methylsulfonyl)-6-(trifluoromethyl)pyrimidin-4-yl)pyridin-2(1H)-one